C(C)(C)(C)N(C(O)=O)C1=CC=C(C=C1)CN1C(=NC=2C(=NC=3C=CC=CC3C21)N)CO.CC2=CC=C(C(=O)NS(=O)(=O)CC1=CC=CC=C1)C=C2 4-methyl-N-toluenesulfonyl-benzamide tert-butyl-(4-((4-amino-2-(hydroxymethyl)-1H-imidazo[4,5-c]quinolin-1-yl)methyl)phenyl)carbamate